O=C1NC(CCC1N1C(C2=CC=CC(=C2C1=O)SCCC(=O)N1CCN(CC1)C1=CC=C(N=N1)C(=O)N1CCC(CC1)CCCCNC(\C=C\C=1C=NC=CC1)=O)=O)=O (E)-N-(4-(1-(6-(4-(3-((2-(2,6-dioxopiperidin-3-yl)-1,3-dioxoisoindolin-4-yl)thio)propanoyl)piperazin-1-yl)pyridazine-3-carbonyl)piperidin-4-yl)butyl)-3-(pyridin-3-yl)acrylamide